C1(CC1)COC1=CC(=C2C(NC(=NC2=C1)CCC1CCN(CC1)C1CCN(CC1)C1=C(C=C(C=C1)[N+](=O)[O-])F)=O)F 7-(cyclopropylmethoxy)-5-fluoro-2-(2-(1'-(2-fluoro-4-nitrophenyl)-[1,4'-bipiperidin]-4-yl)ethyl)quinazolin-4(3H)-one